FC1=C(C=C(C=C1)F)C=CC(=O)N[C@@H](C)C1=CC(=CC=C1)N1C[C@H](O[C@H](C1)C)C (S)-3-(2,5-Difluoro-phenyl)-N-{1-[3-(cis-2,6-dimethyl-morpholin-4-yl)-phenyl]-ethyl}-acrylamide